tert-butyl 2-(4-(1-(2,6-dioxopiperidin-3-yl)-3-methyl-2-oxo-2,3-dihydro-1H-benzo[d]imidazol-5-yl)-3,3-difluoropiperidin-1-yl)acetate O=C1NC(CCC1N1C(N(C2=C1C=CC(=C2)C2C(CN(CC2)CC(=O)OC(C)(C)C)(F)F)C)=O)=O